COC1=CC(=NC=N1)O[C@@H]1C[C@@H](N(C1)C(C1=CN=C(S1)NC(C)=O)[2H])C N-(5-(((2S,4R)-4-((6-methoxypyrimidin-4-yl)oxy)-2-methylpyrrolidin-1-yl)methyl-d)thiazol-2-yl)acetamide